C(=O)(O)C1=CC=C(C=C1)[NH+]=C1N(CCN1C(C)(C)C)C(C)(C)C 4-carboxy-N-(1,3-di-tert-butylimidazolidin-2-yliden)benzenaminium